(2-([BIS(2-METHYLPROPYL)AMINO]METHYL)PHENYL)BORANEDIOL CC(CN(CC(C)C)CC1=C(C=CC=C1)B(O)O)C